IC(COCCOCCNC(OC(C)(C)C)=O)C1=CC=CC(=N1)C(=O)OC methyl 6-(13-iodo-2,2-dimethyl-4-oxo-3,8,11-trioxa-5-azatridecan-13-yl)picolinate